CN1N=CC=C1 1-methyl-1H-pyrazol